4,3,6,7-tetramethyl-1,4-diazabicyclo(3.3.0)octene CN1C(=CN2CC(C(C12)C)C)C